1,2,3,4-diepoxybutane C1C(O1)C2CO2